C(C1=CC=CC=C1)(=O)C1=C(C(C=CC1=NO)=NO)C(C1=CC=CC=C1)=O dibenzoyl-para-benzoquinone dioxime